C(NNC(=O)O)(=O)O bicarbamic acid